N-((3-((3R,5R)-5-(4-chlorophenyl)tetrahydro-furan-3-yl)-1,2,4-oxadiazol-5-yl)methyl)-1-methyl-1H-1,2,3-triazole-5-carboxamide ClC1=CC=C(C=C1)[C@H]1C[C@@H](CO1)C1=NOC(=N1)CNC(=O)C1=CN=NN1C